C(=O)O.C12CN(CC2C1)C1=C(C#N)C(=CC(=N1)NC1=NC=C(N=C1)C1CC1)C1CCN(CC1)CC1CC1 2-(3-azabicyclo[3.1.0]hexan-3-yl)-4-(1-(cyclopropylmethyl)piperidin-4-yl)-6-((5-cyclopropylpyrazin-2-yl)amino)nicotinonitrile formic acid salt